[Li+].[N+](=O)([O-])C1=C(C(=O)[O-])C=CC=C1OCC1=CN=C(O1)C1=CC=C(C=C1)OC(F)(F)F 2-nitro-3-((2-(4-(trifluoromethoxy)phenyl)oxazol-5-yl)methoxy)benzoic acid lithium salt